3-chloro-2-fluoro-6-((4-fluoro-2-methylphenyl)-amino)-N-(6-methoxy-2-methylpyridin-3-yl)benzamide ClC=1C(=C(C(=O)NC=2C(=NC(=CC2)OC)C)C(=CC1)NC1=C(C=C(C=C1)F)C)F